N(=O)SC(C1=CC=CC=C1)(C1=CC=CC=C1)C1=CC=CC=C1 nitrosotriphenylmethanethiol